2-((2Z,8Z)-undeca-2,8-dien-2-yl)naphthalene C/C(=C/CCCC\C=C/CC)/C1=CC2=CC=CC=C2C=C1